meso-tetrakis(4-hydroxyphenyl)porphyrin C1=CC(=CC=C1C2=C3C=CC(=C(C4=NC(=C(C5=CC=C(N5)C(=C6C=CC2=N6)C7=CC=C(C=C7)O)C8=CC=C(C=C8)O)C=C4)C9=CC=C(C=C9)O)N3)O